(2-methoxypyridin-4-yl)boronic acid COC1=NC=CC(=C1)B(O)O